2-(4-(1H-pyrazol-4-yl)phenyl)-8-(2-hydroxyethyl)-4-((3-methoxyphenyl)amino)-2,8-diazaspiro[4.5]decan-3-one N1N=CC(=C1)C1=CC=C(C=C1)N1CC2(C(C1=O)NC1=CC(=CC=C1)OC)CCN(CC2)CCO